[Ir+3].C(=CC(CCCCCC(CCC)O)O)O 1,3,9-dodecenetriol iridium(III)